bromothiazolamine BrC=1N=C(SC1)N